2-[(2R)-3-(3,4-dihydro-1H-isoquinolin-2-yl)-2-hydroxypropyl]-6-[2-(4-pyridyl)ethynyl]-3,4-dihydroisoquinolin-1-one C1N(CCC2=CC=CC=C12)C[C@H](CN1C(C2=CC=C(C=C2CC1)C#CC1=CC=NC=C1)=O)O